2-ethyl-2-hexyl octanoate C(CCCCCCC)(=O)OC(C)(CCCC)CC